BrC1=C(C2=C(OC(O2)(F)F)C=C1)C=O 5-bromo-2,2-difluorobenzo[d][1,3]dioxole-4-carbaldehyde